COC1=C(C(=O)NC2=CC=CC=C2)C=CC(=C1)OC 2,4-dimethoxy-N-phenylbenzamide